OP(O)OP(O)O.C(CCCCCCCCCCCC)CCCC(C1=CC(=C(C=C1C)O)C(C)(C)C)C1=CC(=C(C=C1C)O)C(C)(C)C (tridecyl)-4,4'-butylidene-bis-(2-tert-butyl-5-methylphenol) diphosphite